trimethyl-(6-methyl-1-cyclohexen-1-yl)silane C[Si](C1=CCCCC1C)(C)C